C1(=C(C=CC=C1)N=C=NC1=C(C=CC=C1)C)C N,N'-bis-(o-tolyl)-carbodiimide